CC1=C(C(=O)N[C@H](C)C2=CC(=NC3=CC=CC=C23)C=2C=NN(C2)C)C=C(C=C1)N1CC2N(C(C1)C2)C 2-methyl-N-((R)-1-(2-(1-methyl-1H-pyrazol-4-yl)quinolin-4-yl)ethyl)-5-(6-methyl-3,6-diazabicyclo[3.1.1]heptan-3-yl)benzamide